COC(=O)C1=NC=NC(=C1)NC1CCN(CC1)C(=O)C1=CN=CS1 6-((1-(thiazole-5-carbonyl)piperidin-4-yl)amino)pyrimidine-4-carboxylic acid methyl ester